(E)-N-(4-(tert-butyl)phenyl)-2-butenamide C(C)(C)(C)C1=CC=C(C=C1)NC(\C=C\C)=O